C(C)(C)C1=CC(=NN1)NC1=NC(=CN=C1)OC1[C@H]([C@H]2CC[C@@H](C1)N2)C N-(5-isopropyl-1H-pyrazol-3-yl)-6-(((1R,2S,5S)-2-methyl-8-azabicyclo[3.2.1]octan-3-yl)oxy)pyrazin-2-amine